C(C)(C)(C)OC(=O)N1C[C@H](CC1)[C@@H](C(=O)OC(C)(C)C)CC1=CC2=C(C(=CO2)C=O)C=C1 (R)-3-((S)-1-(tert-butoxy)-3-(3-formylbenzofuran-6-yl)-1-oxopropane-2-yl)pyrrolidine-1-carboxylic acid tert-butyl ester